FC(C1=NN(C=C1)C1(CC1)C(=O)O)(F)F 1-(3-(trifluoromethyl)-1H-pyrazol-1-yl)cyclopropane-1-carboxylic acid